(6-bromo-8-fluoro-imidazo[1,2-a]pyridin-3-yl)methanol BrC=1C=C(C=2N(C1)C(=CN2)CO)F